1-(bromo(phenyl)methyl)-4-fluorobenzene BrC(C1=CC=C(C=C1)F)C1=CC=CC=C1